Racemic-N-(1-(6,7-difluoro-1-oxo-1,2-dihydroisoquinolin-4-yl)ethyl)-3,4,5-trifluoro-N-methylbenzamide FC=1C=C2C(=CNC(C2=CC1F)=O)[C@@H](C)N(C(C1=CC(=C(C(=C1)F)F)F)=O)C |r|